C(C1=CC=CC=C1)N1S(CC(C2=C1C=CC(=C2)C=2C=NC=CC2)=O)(=O)=O 1-Benzyl-6-(pyridin-3-yl)-1H-2,1-benzothiazin-4(3H)-on-2,2-dioxid